(3S)-4-amino-(1,3-dimethylpyrazol-4-yl)-3-methyl-N-[[6-(trifluoromethyl)imidazo[1,2-a]pyridin-2-yl]methyl]-1,3-dihydrofurano[3,4-c]quinolin-8-carboxamide NC1=NC=2C=CC(=CC2C2=C1[C@@H](OC2C=2C(=NN(C2)C)C)C)C(=O)NCC=2N=C1N(C=C(C=C1)C(F)(F)F)C2